O.[As+3] arsenic (III) water